(R)-2,4-dihydroxy-3,3-dimethyl-1-(1-methyl-5-(3-methyl-3-(pyridin-2-yl)azetidine-1-carbonyl)-1H-pyrrol-2-yl)butan-1-one O[C@@H](C(=O)C=1N(C(=CC1)C(=O)N1CC(C1)(C1=NC=CC=C1)C)C)C(CO)(C)C